FC1=C(C(=O)N2C3C(CC(C2C2=CC=C(C=C2)NC2CCOCC2)C(=O)NC2=CC(=C(C=C2)C)C(F)(F)F)CCC3)C(=CC=C1)C 1-(2-fluoro-6-methyl-benzoyl)-N-[4-methyl-3-(trifluoromethyl)phenyl]-2-[4-(tetrahydropyran-4-ylamino)phenyl]-2,3,4,4a,5,6,7,7a-octahydrocyclopenta[b]pyridine-3-carboxamide